7-(1,1-Difluoroethyl)-1-(imidazo[1,2-a]pyridin-5-yl)-4-(methylamino)quinazolin-2(1H)-one FC(C)(F)C1=CC=C2C(=NC(N(C2=C1)C1=CC=CC=2N1C=CN2)=O)NC